3-dimethylamino-1-propylamine CN(CCCN)C